Chlorophenyl-Morpholine tert-butyl-N-[(1R)-2-(4-bromo-3-methoxy-phenyl)-1-methyl-ethyl]carbamate C(C)(C)(C)OC(N[C@@H](CC1=CC(=C(C=C1)Br)OC)C)=O.ClC1N(CCOC1)C1=CC=CC=C1